7-oxo-7-(6-(pyrrolidin-1-yl)indolin-1-yl)hepta-2,4-dienoic acid O=C(CC=CC=CC(=O)O)N1CCC2=CC=C(C=C12)N1CCCC1